OC1CN(CC1N1N=CC(=C1)C=1N=C(C=2N(C1C)C=CN2)N2[C@H](CC2)C(F)(F)F)C(=O)[O-] 3-hydroxy-4-(4-(5-methyl-8-((R)-2-(trifluoromethyl)azetidin-1-yl)imidazo[1,2-a]pyrazin-6-yl)-1H-pyrazol-1-yl)pyrrolidine-1-carboxylate